FC1=C(C=C(C=C1)B(O)O)OC (4-fluoro-3-methoxyphenyl)boronic acid